C[C@H]1CCC(=NC1)C=1C=CC2=C(N=C(S2)C2C[C@@H]3[C@@H](CN(C3)C)C2)C1 5-((S)-5-methyl-3,4,5,6-tetrahydropyridin-2-yl)-2-((3aR,5s,6aS)-2-methyloctahydrocyclopenta[c]pyrrol-5-yl)benzo[d]thiazole